NC=1C=C(C(=NC1)C1=NC=C(C=C1)N)[2H] 5,5'-diamino-2,2'-bipyridine-d